ClC1=CC=C(C(=O)NNC(=O)C2C(CCCC2)C(=O)O)C=C1 2-(2-(4-chlorobenzoyl)hydrazine-1-carbonyl)cyclohexane-1-carboxylic acid